(3aR,6aS)-5-(2-fluoro-4-(trifluoromethyl)phenoxy)hexahydrocyclopenta[c]pyrrole FC1=C(OC2C[C@@H]3C(CNC3)=C2)C=CC(=C1)C(F)(F)F